1-iodo-3,5-tridecadiene ICCC=CC=CCCCCCCC